FC(O[C@H]1CN(CC1)C1=NN=C(O1)[C@H]1CCCCN1)(F)F (3S,6R)-6-{5-[(3R)-3-(trifluoro-methoxy)pyrrolidin-1-yl]-1,3,4-oxadiazol-2-yl}piperidin